C(CCCC)C(CCCCC)N1CCNCC1 1-(1-pentylhexyl)piperazine